OC[C@@H](C1=CC(=CC=C1)OC)NC(C)=O N-[(1R)-2-hydroxy-1-(3-methoxyphenyl)ethyl]Acetamide